tetradecylammonium C(CCCCCCCCCCCCC)[NH3+]